C(C)N1N=C(C2=CC(=CC=C12)F)N1C(C2=CC=CC=C2C1=O)=O 2-(1-ethyl-5-fluoro-indazol-3-yl)isoindoline-1,3-dione